Cl.O=C1NC(CCC1N1C(C2=CC=C(C=C2C1=O)OCC1N(CCNC1)C)=O)=O 2-(2,6-Dioxopiperidin-3-yl)-5-[(1-methylpiperazin-2-yl)methoxy]isoindole-1,3-dione hydrochloride